NC1CC(CC(C1)(N)C)(C)C 5-amino-1,3,3-trimethyl-cyclohexanamine